COC1=CC=C(C=C1)C=1N=C2N(C=C(C=C2)C)C1 2-(4-Methoxyphenyl)-6-methylimidazo[1,2-a]pyridine